6-hydroxy-2-[(cis)-3-hydroxy-3-methylcyclobutyl]-4-(trifluoromethyl)-1,3-isoindolinedione OC1=CC(=C2C(N(C(C2=C1)=O)C1CC(C1)(C)O)=O)C(F)(F)F